BrC1=CC(N(C=C1OC1=C(C=C(C=C1C)F)C)CCN(C)C)=O 4-bromo-1-(2-(dimethylamino)ethyl)-5-(4-fluoro-2,6-dimethylphenoxy)pyridin-2(1H)-one